3-Methyl-5-(N-(3-(1-methyl-1H-pyrazol-4-yl)phenethyl)sulfamoyl)benzofuran-2-carboxylate CC1=C(OC2=C1C=C(C=C2)S(NCCC2=CC(=CC=C2)C=2C=NN(C2)C)(=O)=O)C(=O)[O-]